N-(5-chloro-4-(5,5-dimethyl-5,6-dihydro-4H-pyrrolo[1,2-b]pyrazol-3-yl)pyridin-2-yl)-2-((1s,3s)-3-(2-methoxyethoxy)cyclohexyl)acetamide ClC=1C(=CC(=NC1)NC(C[C@@H]1C[C@H](CCC1)OCCOC)=O)C1=C2N(N=C1)CC(C2)(C)C